FC(OC1=CC=C(C=C1)NC=1N=C2C(=NC1NC1=CC=C(C=C1)OC(F)(F)F)NC(=N2)C(F)(F)F)(F)F N5,N6-bis(4-(trifluoromethoxy)phenyl)-2-(trifluoromethyl)-1H-imidazo[4,5-b]pyrazine-5,6-diamine